5-phenyl-N-(4-(trifluoromethoxy)phenyl)-1H-pyrazole-3-carboxamide C1(=CC=CC=C1)C1=CC(=NN1)C(=O)NC1=CC=C(C=C1)OC(F)(F)F